tert-Butyl (1S,4S)-5-[4-[3-chloro-2-fluoro-4-(2,2,2-trifluoroethyl)anilino]-7-fluoro-pyrido[3,2-d]pyrimidin-6-yl]-2,5-diazabicyclo[2.2.1]heptane-2-carboxylate ClC=1C(=C(NC=2C3=C(N=CN2)C=C(C(=N3)N3[C@@H]2CN([C@H](C3)C2)C(=O)OC(C)(C)C)F)C=CC1CC(F)(F)F)F